N1N=CC(=C1)C(=O)N1CCN(C2=CC=CC=C12)C1=CC=C(C=C1)C(F)(F)F (1H-pyrazol-4-yl)(4-(4-(trifluoromethyl)phenyl)-3,4-dihydroquinoxalin-1(2H)-yl)methanone